ClC=1C=C(C=CC1)C(C(OC(=O)N[C@H](C(=O)OC)CC1CCCCC1)C1=CC=CC=C1)(C)C Methyl (2S)-2-(((2-(3-chlorophenyl)-2-methyl-1-phenylpropoxy) carbonyl) amino)-3-cyclohexylpropanoate